4-[1-[(2,4-difluorophenyl)methoxy]pyrazol-3-yl]-2-methyl-piperidine FC1=C(C=CC(=C1)F)CON1N=C(C=C1)C1CC(NCC1)C